C(CCCCCC)C(COC)(COC)CCCCC 2-n-heptyl-2-n-pentyl-1,3-dimethoxypropane